C(C)(C)N1N=C(C(=C1)C1=CC(=NC=C1)C1=NC2=C(N1)CN(C2)C2N(CCN(C2)C)C(=O)N2C(CN(CC2)C)N2CC=1NC(=NC1C2)C2=NC=CC(=C2)C=2C(=NN(C2)C(C)C)C2=NC(=CC=C2)C)C2=NC(=CC=C2)C (2-(4-(1-Isopropyl-3-(6-methylpyridin-2-yl)-1H-pyrazol-4-yl)pyridin-2-yl)-4,6-dihydropyrrolo[3,4-d]imidazol-5(1H)-yl)(4-methylpiperazin-1-yl)ketone